8-chloro-2-(2-phenylethyl)-5,6,7-trihydroxy-5,6,7,8-tetrahydrochromone ClC1C(C(C(C=2C(C=C(OC12)CCC1=CC=CC=C1)=O)O)O)O